C(C1=CC=CC=C1)[C@H]1N(C(OC1)=O)C(CC1=CC=C(C=C1)O[Si](C(C)C)(C(C)C)C(C)C)=O (4R)-4-Benzyl-3-[2-(4-{[tris(propan-2-yl)silyl]oxy}phenyl)acetyl]-1,3-oxazolidin-2-one